5-(2,4-difluorophenyl)-N-[4-[(6,7-dimethoxy-1,5-naphthyridin-4-yl)oxy]-2,5-difluorophenyl]-4-hydroxy-2,6-dimethylpyridine-3-carboxamide FC1=C(C=CC(=C1)F)C=1C(=C(C(=NC1C)C)C(=O)NC1=C(C=C(C(=C1)F)OC1=CC=NC2=CC(=C(N=C12)OC)OC)F)O